(S)-7-((5-(2-(2-hydroxy-propan-2-yl)morpholino)pyridin-2-yl)amino)-4-(7-methyl-imidazo[1,2-a]pyrimidin-3-yl)isoindolin-1-one OC(C)(C)[C@H]1OCCN(C1)C=1C=CC(=NC1)NC=1C=CC(=C2CNC(C12)=O)C1=CN=C2N1C=CC(=N2)C